[(4S)-3-(7-Cyclopropyl(1,3-thiazolo[4,5-e]pyridin-5-yl))-2-oxoimidazolidin-4-yl]-N-(3-chloro-2,4-difluorophenyl)-N-methylformamide C1(CC1)C1=CC(=NC2=C1N=CS2)N2C(NC[C@H]2C(=O)N(C)C2=C(C(=C(C=C2)F)Cl)F)=O